C[C@@H]1CN(C[C@@H](C1)NC1=C2C(=NC=C1C1=NC=CC(=N1)S(=O)(=O)C)NC=C2)C(CC#N)=O 3-((3S,5R)-3-methyl-5-((5-(4-(methylsulfonyl)pyrimidin-2-yl)-1H-pyrrolo[2,3-b]pyridin-4-yl)amino)piperidin-1-yl)-3-oxopropanenitrile